4-(2-{2-methylimidazo[1,2-a]pyrazin-6-yl}thieno[2,3-d][1,3]thiazol-5-yl)piperidine CC=1N=C2N(C=C(N=C2)C=2SC3=C(N2)SC(=C3)C3CCNCC3)C1